C(C=C)(=O)OCCN1C(C2C(C1=O)CCCC2)=O N-(acryloyloxyethyl)hexahydrophthalimide